4-(3-methoxy-1-azetidinyl)-6,7-dimethyl-2-((2S)-2-(1-methyl-1H-pyrazol-4-yl)-4-morpholinyl)pteridine COC1CN(C1)C1=NC(=NC2=NC(=C(N=C12)C)C)N1C[C@@H](OCC1)C=1C=NN(C1)C